(1R,2R)-3-[2,4-bis(benzyloxy)-6-fluorophenyl]-1-[3,4-bis(methoxymethoxy)phenyl]-2-(methoxymethoxy)propan-1-ol C(C1=CC=CC=C1)OC1=C(C(=CC(=C1)OCC1=CC=CC=C1)F)C[C@H]([C@H](O)C1=CC(=C(C=C1)OCOC)OCOC)OCOC